COC1=CC2=C(C3=C(C(N(C3)CC(=O)O)=O)S2)C=C1OC 2-(6,7-dimethoxy-3-oxo-1,3-dihydro-2H-benzo[4,5]thieno[2,3-c]pyrrol-2-yl)acetic acid